6-(2,2-Dimethylmorpholino)quinoline-4-carboxylic acid tert-butyl ester C(C)(C)(C)OC(=O)C1=CC=NC2=CC=C(C=C12)N1CC(OCC1)(C)C